(2S,4S)-4-fluoro-1-[2-[4-(5-isoquinolinylamino)-1-piperidinyl]acetyl]pyrrolidine-2-carbonitrile F[C@H]1C[C@H](N(C1)C(CN1CCC(CC1)NC1=C2C=CN=CC2=CC=C1)=O)C#N